2-[3-(methoxymethyl)[1,4'-bipiperidine]-1'-yl]1,3-thiazole-5-carboxamide COCC1CN(CCC1)C1CCN(CC1)C=1SC(=CN1)C(=O)N